((3-(1-(2,6-dioxopiperidin-3-yl)-3-methyl-2-oxo-2,3-dihydro-1H-benzo[d]imidazol-4-yl)prop-2-yn-1-yl)oxy)piperidine-1-carboxylic acid tert-butyl ester C(C)(C)(C)OC(=O)N1C(CCCC1)OCC#CC1=CC=CC=2N(C(N(C21)C)=O)C2C(NC(CC2)=O)=O